2-[1-[2-[1-(4-Cyano-2-fluoro-phenyl)pyrazol-4-yl]-6-methyl-4-oxo-chromen-8-yl]ethylamino]benzoic acid C(#N)C1=CC(=C(C=C1)N1N=CC(=C1)C=1OC2=C(C=C(C=C2C(C1)=O)C)C(C)NC1=C(C(=O)O)C=CC=C1)F